N-(n-pentyl)-2-pyrrolidone C(CCCC)N1C(CCC1)=O